FC1=C(C(=CC(=C1)NCCNCCO)F)N1C(N(C=2N=CC(=CC2C=2C=CC(=CC12)C(F)(F)F)F)CC)=O 10-[2,6-difluoro-4-({2-[(2-hydroxyethyl)amino]ethyl}amino)phenyl]-8-ethyl-4-fluoro-13-(trifluoromethyl)-6,8,10-triazatricyclo[9.4.0.02,7]pentadeca-1(11),2(7),3,5,12,14-hexaen-9-one